FC1=C(C=C(C=C1)NCC1=CC=C(C=C1)C=1C=NN(C1)C)NC(C=CC1=CC=CC=C1)=O N-(2-fluoro-5-((4-(1-methyl-1H-pyrazol-4-yl)benzyl)amino)phenyl)cinnamamide